(4-(4-bromo-1H-pyrazol-1-yl)butyl)-3-fluoro-7-methoxy-indole BrC=1C=NN(C1)CCCCC=1NC2=C(C=CC=C2C1F)OC